3-methyl-2-(2-(trimethylsilyl)phenyl)pyridine CC=1C(=NC=CC1)C1=C(C=CC=C1)[Si](C)(C)C